C(C1=CC=CC=C1)(=O)O[C@H]1CC=C(CC1)Br |r| racemic-4-bromocyclohex-3-en-1-yl benzoate